COC1=C(C=CC=C1)C1=CC(=NC=C1C(=O)NC1=NN=C(S1)OCC=1C=C(C(=O)OC)C=CN1)C methyl 2-(((5-(4-(2-methoxyphenyl)-6-methylnicotinamido)-1,3,4-thiadiazol-2-yl)oxy)methyl)isonicotinate